COC(=O)C=1C=C(C=CC1)C1=CC(=C(C=C1)C)C 3',4'-dimethyl-[1,1'-biphenyl]-3-carboxylic acid methyl ester